C1(CCC1)NC(=O)C1=CC(=NC(=C1)C=1N=NN(C1)C1=CC(=C(C(=O)O)C=C1)O)C=1N=NN(C1)C1=CC(=C(C(=O)O)C=C1)O 4,4'-((4-(cyclobutylcarbamoyl)pyridine-2,6-diyl)bis(1H-1,2,3-triazole-4,1-diyl))bis(2-hydroxybenzoic acid)